CN1N=CC(=C1)NC=1C=CC2=C(C(NCCO2)=O)C1 7-((1-methyl-1H-pyrazol-4-yl)amino)-3,4-dihydrobenzo[f][1,4]oxazepin-5(2H)-one